3-(3-((6-(4-fluorophenylethoxy)pyridin-3-yl)methyl)isoxazol-5-yl)pyridin-2-amine FC1=CC=C(C=C1)CCOC1=CC=C(C=N1)CC1=NOC(=C1)C=1C(=NC=CC1)N